FC1=CC(=C(C(=O)NC2=C(C=C(C(=C2)C=2C=NC(=NC2)N2CCOCC2)F)N2C[C@H](N[C@H](C2)C)C)C=C1)C(F)(F)F |r| 4-fluoro-N-[4-fluoro-5-(2-morpholin-4-ylpyrimidin-5-yl)-2-[rac-(3R,5S)-3,5-dimethylpiperazin-1-yl]phenyl]-2-(trifluoromethyl)benzamide